C(C1=CC=CC=C1)C1=NN2C(O[C@H](CC2)C)=C1C(=O)N[C@@H]1C(NC2=C(C(=N1)C1=CC=CC=C1)C=CC=C2F)=O (5S)-2-benzyl-N-[(3S)-9-fluoro-2-oxo-5-phenyl-1,3-dihydro-1,4-benzodiazepine-3-yl]-5-methyl-6,7-dihydro-5H-pyrazolo[5,1-b][1,3]Oxazine-3-carboxamide